C(CC)NC1=NC(=NC(=N1)NCCC)N(OCC1CC1)C N-(4,6-Bis-propylamino-[1,3,5]triazin-2-yl)-O-cyclopropylmethyl-N-methyl-hydroxylamine